C(C)C1=NN(C(N1C)=O)C1=CC(=C(C(=O)NC2=C(C=CC=C2C)F)C=C1F)O[C@@H](C)CCC 4-(3-Ethyl-4-methyl-5-oxo-4,5-dihydro-1H-1,2,4-triazol-1-yl)-5-fluoro-N-(2-fluoro-6-methylphenyl)-2-[(2S)-pent-2-yloxy]benzamide